2-methoxy-2-ethoxyethyl methacrylate C(C(=C)C)(=O)OCC(OCC)OC